OC1=C(C=C(C=C1NCC)[N+](=O)[O-])Cl 1-hydroxy-2-chloro-6-ethylamino-4-nitrobenzene